5a-Methyl-5a,6,7,8-tetrahydro-5H-cyclopenta[b]thieno[2,3-g]quinoline CC12NC=3C=C4C(=CC3C=C1CCC2)SC=C4